NC1=CC=C(C=C1)C[C@@H]1NC(OC1)=O (4S)-4-[(4-aminophenyl)methyl]-2-oxazolidinone